trimethyl-(2-tetrahydropyran-4-ylethynyl)silane (2R,3R,4R)-2-(6-chloro-2-(hex-1-yn-1-yl)-8-(pyrimidin-2-yl)-9H-purin-9-yl)tetrahydrofuran-3,4-diyl-diacetate ClC1=C2N=C(N(C2=NC(=N1)C#CCCCC)[C@@H]1OC[C@@H]([C@H]1CC(=O)O)CC(=O)O)C1=NC=CC=N1.C[Si](C#CC1CCOCC1)(C)C